2-[(2E)-2-(aminomethyl)-3-fluoroprop-2-en-1-yl]-4-[4'-(propan-2-ylsulfanyl)biphenyl-3-yl]-2,4-dihydro-3H-1,2,4-triazol-3-one hydrochloride Cl.NC/C(/CN1N=CN(C1=O)C=1C=C(C=CC1)C1=CC=C(C=C1)SC(C)C)=C\F